tert-butyl (3E)-3-(2-hydroxyethylidene)-4-methyl-2-oxopyrrolidine-1-carboxylate OC\C=C/1\C(N(CC1C)C(=O)OC(C)(C)C)=O